tert-Butyl 4-amino-3-isopropoxy-5-((thiazol-5-ylmethyl)amino)benzoate NC1=C(C=C(C(=O)OC(C)(C)C)C=C1NCC1=CN=CS1)OC(C)C